C(C)(C)(C)OC(=O)N(C=1C=2N(C=CC1C)N=CC2C(=O)OCC)C Ethyl 4-[tert-butoxycarbonyl (methyl) amino]-5-methyl-pyrazolo[1,5-a]pyridine-3-carboxylate